C(C1=CC=CC=C1)NC(=O)C12C(C3C(CN1)C(CN3CCC(C)C)C2)CC2=CC=CC=C2 N,7-dibenzyl-1-isopentyloctahydro-6H-3,6-methanopyrrolo[3,2-c]pyridine-6-carboxamide